FC1=CC(=C(OC2=C(C=C(C=C2)C(C)(C)OC)C=2C3=C(C(N(C2)C)=O)NC(=C3)C(=O)O)C(=C1)C)C 4-[2-(4-fluoro-2,6-dimethylphenoxy)-5-(2-methoxypropan-2-yl)phenyl]-6-methyl-7-oxo-1H-pyrrolo[2,3-c]pyridine-2-carboxylic acid